OC1=CC=C(C=C1)C(C#N)(C1=C(C=C2C(=C(NC2=C1)C)C)C)C1=CC=C(C=C1)C 2-(4-Hydroxyphenyl)-2-(p-tolyl)-2-(2,3,5-trimethyl-1H-indol-6-yl)acetonitrile